5-[4-[(3S)-1-(3-fluoropropyl)pyrrolidin-3-yl]oxyphenyl]-6-[2-fluoro-4-(trifluoro-methoxy)phenyl]-8,9-dihydro-7H-benzo[7]annulene-2-carboxylic acid FCCCN1C[C@H](CC1)OC1=CC=C(C=C1)C1=C(CCCC2=C1C=CC(=C2)C(=O)O)C2=C(C=C(C=C2)OC(F)(F)F)F